C12(CC3CC(CC(C1)C3)C2)CCC(=O)OC[C@]2(O[C@H](C[C@@H]2O)N2C=CC3=C2N=C(N=C3N)Cl)C#C ((2R,3S,5R)-5-(4-amino-2-chloro-7H-pyrrolo[2,3-d]pyrimidin-7-yl)-2-ethynyl-3-hydroxytetrahydrofuran-2-yl)methyl 3-(adamantan-1-yl)propanoate